2-amino-4-(methoxycarbonyl)phenolate NC1=C(C=CC(=C1)C(=O)OC)[O-]